NCCCCN1C(=NC2=C1C=CS2)COCC 1-(4-aminobutyl)-2-(2-ethoxymethyl)-1H-imidazolo[4,5-d]thiophene